N-((6-(4-chlorophenyl)-2-methylimidazo[2,1-b]thiazol-5-yl)methyl)-2-(3,4-dichlorophenyl)ethan-1-amine ClC1=CC=C(C=C1)C=1N=C2SC(=CN2C1CNCCC1=CC(=C(C=C1)Cl)Cl)C